CC1=CC=NN1CC1(CCCCCC1)O 1-((5-methyl-1H-pyrazol-1-yl)methyl)cycloheptanol